BrC1=CC=C(C=C1)C(=O)C1=CC=C(C=C1)SCCCCCCCC (4-bromo-phenyl)-(4-octylsulfanyl-phenyl)-methanone